C(C)(=O)NC=1C=C(C(=O)NC=2SC=CC3=C(N2)C=CC=C3Cl)C=CC1 3-(acetylamino)-N-(6-chlorobenzo[d][1,3]thiazepin-2-yl)benzamide